2-(2-ethoxyphenyl)-N-{3-sulfamoyl-4-[4-(trifluoromethyl)-1H-pyrazol-1-yl]phenyl}acetamide C(C)OC1=C(C=CC=C1)CC(=O)NC1=CC(=C(C=C1)N1N=CC(=C1)C(F)(F)F)S(N)(=O)=O